(methylsulfonyl)-8-azabicyclo[3.2.1]octan CS(=O)(=O)C12CCCC(CC1)N2